CCCCCCCCC(CCCCCCCC)OC(CCCCCC(CN(CC(CCCC(OCCCCCCCCCCC)=O)O)CCCCC(=O)OC(C)(C)C)O)=O 8-{[5-(tert-butoxy)-5-oxopentyl][2-hydroxy-6-oxo-6-(undecyloxy)hexyl]amino}-7-hydroxyoctanoic acid heptadec-9-yl ester